COC(C1=C(C(=C(C(=C1)F)N)Cl)F)=O 4-amino-3-chloro-2,5-difluoro-benzoic acid methyl ester